2-methoxybenzoyl chloride COC1=C(C(=O)Cl)C=CC=C1